IC1=CC=C2C=NC(=NN21)N 7-iodopyrrolo[2,1-f][1,2,4]triazine-amine